2-(2',2'-difluoroethoxy)-6-trifluoromethylthiophenol FC(COC1=C(C(=CC=C1)C(F)(F)F)S)F